alpha-butyl-alpha-(2,4-dichlorophenyl)-1H-1,2,4-triazole-1-ethanol C(CCC)C(CN1N=CN=C1)(O)C1=C(C=C(C=C1)Cl)Cl